C1(CC1)C1=NN(C=C1)C1=CC(=C(C(=O)N[C@H]2CS(C=C2)(=O)=O)C(=C1)C)OC (R)-4-(3-cyclopropyl-1H-pyrazol-1-yl)-N-(1,1-dioxido-2,3-dihydrothiophen-3-yl)-2-methoxy-6-methylbenzamide